O=C1NC(CCC1N1C(C2=CC=CC(=C2C1=O)OCCCCCCCCCN1CCC(CC1)N1N=CC(=C1)NC1=NN2C(C=N1)=CC=C2C2=CC=C(C=C2)O)=O)=O 2-(2,6-dioxopiperidin-3-yl)-4-((9-(4-(4-((7-(4-hydroxyphenyl)pyrrolo[2,1-f][1,2,4]triazin-2-yl)amino)-1H-pyrazol-1-yl)piperidin-1-yl)nonyl)oxy)isoindoline-1,3-Dion